6-({[(1R,2S)-2-Hydroxycyclopentyl]amino}methyl)-4-(trifluoromethyl)-2,3-dihydroisoindol-1-one O[C@@H]1[C@@H](CCC1)NCC1=CC(=C2CNC(C2=C1)=O)C(F)(F)F